BrC=1C=C(OC=2C=CC(=C3[C@H](C[C@H](C23)NC(OC(C)(C)C)=O)O)S(=O)(=O)C(F)(F)F)C=C(C1)F tert-butyl (cis-7-(3-bromo-5-fluorophenoxy)-3-hydroxy-4-((trifluoromethyl)sulfonyl)-2,3-dihydro-1H-inden-1-yl)carbamate